N(=[N+]=[N-])[C@@](C(=O)O)(CO)C (2R)-2-AZIDO-3-HYDROXY-2-METHYL-PROPANOIC ACID